(±)-trans-2-(1,3,4-thiadiazol-2-yl)cyclopropane-1-carboxylic acid methyl ester COC(=O)[C@H]1[C@@H](C1)C=1SC=NN1 |r|